N-phenylaminomethyl-dimethoxymethylsilane C1(=CC=CC=C1)NC[SiH2]C(OC)OC